acryloyloxypropylpropyl hydrogen phthalate C(C=1C(C(=O)O)=CC=CC1)(=O)OC(CC)CCCOC(C=C)=O